N(=C=S)C(C(=O)O)N(CCN(CC(=O)O)CC(=O)O)CC(=O)O isothiocyanatoethylenediaminetetraacetic acid